C(CCC)OC(=C)C1=C(C2=C(N=C(N=C2)NC2=CC=C(C=N2)N2CCN(CC2)C(=O)OC(C)(C)C)N(C1=O)C1CCCC1)C tert-butyl 4-(6-{[6-(1-butoxyethenyl)-8-cyclopentyl-5-methyl-7-oxo-7,8-dihydropyrido[2,3-d]pyrimidin-2-yl] amino}pyridin-3-yl)-piperazine-1-carboxylate